C([C@@H](O)C1=CC=CC=C1)(=O)O.C1(=CC=CC=C1)[C@H]1CC[C@H](CC1)OC[C@@H]1NCCC[C@@H]1NS(=O)(=O)C N-((2R,3S)-2-(((cis-4-phenylcyclohexyl)oxy)methyl)-piperidin-3-yl)methanesulfonamide (s)-mandelate